N[C@@H](COC1=NC(=NC(=C1)C1=C(C=CC=C1C)C)NS(=O)(=O)C=1C=C(C(=O)O)C=CC1)CC1CCCCC1 3-[[4-[(2R)-2-amino-3-cyclohexyl-propoxy]-6-(2,6-dimethylphenyl)pyrimidin-2-yl]sulfamoyl]benzoic acid